ClC=1C=CC(=C(C1)C1=NN(C=C1NC(=O)C=1C=NN2C1N=CC=C2)C(CO)C)OC N-(3-(5-chloro-2-methoxyphenyl)-1-(1-hydroxypropan-2-yl)-1H-pyrazol-4-yl)pyrazolo[1,5-a]pyrimidine-3-carboxamide